P(=O)(O)(O)O[C@H]1[C@H]([C@@H](O[C@@H]1CO)N1C(=O)N=C(N)C(=C1)C)OCCOC 2'-O-Methoxyethyl-5-methylcytidine-3'-phosphate